COC=1C=C(C=C(C1)OC)CCCC(C)=O 3,5-dimethoxybenzenepentanone